1-(2-Chlorophenyl)-7-cyclopropyl-4-((pyridin-2-ylmethyl)amino)quinazolin-2(1H)-one ClC1=C(C=CC=C1)N1C(N=C(C2=CC=C(C=C12)C1CC1)NCC1=NC=CC=C1)=O